OC(CNCC=1NC(C2=C(N1)C=C(S2)C=2C=NNC2C)=O)(C)C 2-{[(2-hydroxy-2-methylpropyl)amino]methyl}-6-(5-methyl-1H-pyrazol-4-yl)thieno[3,2-d]pyrimidin-4(3H)-one